COC1=C(CN(S(=O)(=O)C2=NC=C(C(=C2)C(F)(F)F)F)C2=NC(=CC=C2)F)C=CC(=C1)OC N-(2,4-dimethoxybenzyl)-5-fluoro-N-(6-fluoropyridin-2-yl)-4-(trifluoromethyl)pyridine-2-sulfonamide